C(C=1C(C(=O)[O-])=CC=CC1)(=O)[O-].C(C)[N+]1(C=NCC1)C.C(C)[N+]1(C=NCC1)C ethyl-methyl-imidazolinium phthalate salt